C[C@@H]1COCCN1C=1C=2N(N=C(C1)N1CC3CCC(C1)O3)C(=CN2)C2=NNC=C2 3-(8-((R)-3-methylmorpholino)-3-(1H-pyrazol-3-yl)imidazo[1,2-b]pyridazin-6-yl)-8-oxa-3-azabicyclo[3.2.1]octane